C12(CC3CC(CC(C1)C3)C2)N2CN(C=C2)C23CC1CC(CC(C2)C1)C3 1,3-bis(adamantan-1-yl)imidazole